2-bromo-3-(ethylsulfonyl)-N-(1-methyl-1H-tetrazol-5-yl)-4-(trifluoromethyl)benzamide BrC1=C(C(=O)NC2=NN=NN2C)C=CC(=C1S(=O)(=O)CC)C(F)(F)F